N-cyclopropyl-1-(4-(3,4-dichloro-2-oxopyridin-1(2H)-yl)phenyl)-5-(trifluoromethyl)-1H-pyrazole-4-carboxamide C1(CC1)NC(=O)C=1C=NN(C1C(F)(F)F)C1=CC=C(C=C1)N1C(C(=C(C=C1)Cl)Cl)=O